CN(C)CCCN(CCC#N)CCCN(C)C bis(dimethylaminopropyl)-cyanoethylamine